1-(2-chloro-3-fluorophenyl)-3-[4-chloro-2-hydroxy-3-(1-methylpiperidin-4-yl)sulfonylphenyl]urea ClC1=C(C=CC=C1F)NC(=O)NC1=C(C(=C(C=C1)Cl)S(=O)(=O)C1CCN(CC1)C)O